methyl 5-ethylthiophene-3-carboxylate C(C)C1=CC(=CS1)C(=O)OC